ethyl 2-(4-t-butylphenyl)-2-cyanoacetate C(C)(C)(C)C1=CC=C(C=C1)C(C(=O)OCC)C#N